[Pd](Cl)Cl.[Fe].[Co] cobalt iron palladium dichloride